COCCNCC1(CC1)CCC1=NC=2NCCCC2C=C1 2-methoxy-N-((1-(2-(5,6,7,8-tetrahydro-1,8-naphthyridin-2-yl)ethyl)cyclopropyl)methyl)ethan-1-amine